O(S(=O)(=O)C(F)(F)F)C1=C(C=C(C2=C1C=CO2)C2=CC(=CC=C2)CNC(=O)OC(C)(C)C)C=O 7-(3-(((tert-butoxycarbonyl) amino) methyl) phenyl)-5-formylbenzofuran-4-yl triflate